di(4-pentenyl)dimethylsilane C(CCC=C)[Si](C)(C)CCCC=C